4-Methoxy-3-nitro-pyrazolo[1,5-a]pyridine COC=1C=2N(C=CC1)N=CC2[N+](=O)[O-]